cysteine ethyl ester hydrochloride Cl.C(C)OC([C@@H](N)CS)=O